4-chloro-5-iodo-7-methyl-6-(4-nitrophenyl)-7h-pyrrolo[2,3-d]Pyrimidine ClC=1C2=C(N=CN1)N(C(=C2I)C2=CC=C(C=C2)[N+](=O)[O-])C